2,9-dimethylnonane CC(C)CCCCCCCC